2-Cyclopropyl-3-methyl-1-tosyl-1H-indole C1(CC1)C=1N(C2=CC=CC=C2C1C)S(=O)(=O)C1=CC=C(C)C=C1